FC1=C(C=CC(=C1)C)[C@H](C)NC(CN1N=CC2=C(C1=O)C=NN2C)=O (S)-N-(1-(2-fluoro-4-methylphenyl)ethyl)-2-(1-methyl-4-oxo-1,4-dihydro-5H-pyrazolo[3,4-d]pyridazin-5-yl)acetamide